3-(4-HYDROXY-4-METHYLPENTYL)CYCLOHEX-3-ENE OC(CCCC=1CCCCC1)(C)C